tert-butyl N-methyl-N-[2-[1-methyl-5-(1-tetrahydropyran-2-yl-3-vinyl-pyrazolo[3,4-c]pyridin-5-yl)pyrazol-4-yl]oxyethyl]carbamate CN(C(OC(C)(C)C)=O)CCOC=1C=NN(C1C=1C=C2C(=CN1)N(N=C2C=C)C2OCCCC2)C